CC1=COC2=C1C=C(C=C2)S(N(CCC2=CC=CC=C2)C=2C=NC(=CC2)N2CCN(CC2)C(=O)OC(C)(C)C)(=O)=O 3-Methyl-5-(N-(6-(4-(tert-butoxycarbonyl)piperazin-1-yl)pyridin-3-yl)-N-phenethylsulfamoyl)benzofuran